ClC1=NC=C(C(=N1)OCC1=CC=C(C=C1)C=1N(C=C(N1)C(F)(F)F)C1CC1)OC 2-chloro-4-[[4-[1-cyclopropyl-4-(trifluoromethyl)imidazol-2-yl]phenyl]methoxy]-5-methoxy-pyrimidine